C1(=CC=CC=C1)OCC[C@H](NC(CCCCCCCCC=C)=O)C(=O)NCC(=O)OC methyl O-phenyl-N-(undec-10-enoyl)-L-homoserylglycinate